NCCNCCC=CO[SiH](OC)C N-(beta-aminoethyl)aminopropylidenemethyldimethoxysilane